NC=1C=C(C=CC1Cl)C(CC(=O)OC(C)(C)C)C1(CC1)F tert-Butyl 3-(3-amino-4-chlorophenyl)-3-(1-fluorocyclopropyl)propanoate